5-ethoxy-1,3-benzothiazol-2-amine C(C)OC=1C=CC2=C(N=C(S2)N)C1